C(CCCCCCCCCCCCCCC)(=O)OCC(COC(CCCCCCCCCCCCCCC)=O)OC(N(C)C1CN(C1)CCO)=O 2-(((1-(2-hydroxyethyl)azetidin-3-yl)(methyl)carbamoyl)oxy)propane-1,3-diyl dipalmitate